O=C1NC2=C(N1)C=CC=C2NC(\C=C\C2=CC(=NN2C=2C=C(C=CC2)C)C(F)(F)F)=O (E)-N-(2-oxo-2,3-dihydro-1H-benzo[d]imidazol-4-yl)-3-(1-(m-tolyl)(trifluoromethyl)-1H-pyrazol-5-yl)acrylamide